C(CC)[Si]1(O[Si](O[Si](O1)(C=C)CCC)(C=C)CCC)C=C tripropyl-trivinylcyclotrisiloxane